dicarboxydicyclohexyl-methane C(=O)(O)C(C1CCCCC1)(C1CCCCC1)C(=O)O